imidazo[1,2-a]pyridine nitrogen [N].N=1C=CN2C1C=CC=C2